BrC=1C(=C2C=NNC2=C(C1)C(=O)N[C@H](C)C1=CC(=CC=C1)C(CO)(F)F)OC 5-bromo-N-[(1R)-1-[3-(1,1-difluoro-2-hydroxyethyl)phenyl]ethyl]-4-methoxy-1H-indazole-7-carboxamide